FC(OC=1C=CC(=NC1)OC(=O)N1CC(C[C@H](C1)N1C(CCCCC1)=O)(F)F)(F)F.BrC1=CC=C(C=C1)\C=C\1/CN(CC1)CCCF (3Z)-3-[(4-bromophenyl)methylene]-1-(3-fluoropropyl)pyrrolidine 5-(trifluoromethoxy)pyridin-2-yl-(5R)-3,3-difluoro-5-(2-oxoazepan-1-yl)piperidine-1-carboxylate